NC=1N=C(C=C2C=C(N=CC12)NC(=O)[C@H]1[C@@H](C1)C#N)C=1C=NC=CC1CC |r| (±)-trans-N-(8-amino-6-(4-ethylpyridin-3-yl)-2,7-naphthyridin-3-yl)-2-cyanocyclopropanecarboxamide